4-(4-Methoxyphenyl)-2-methyl-3-butyne-2-amine COC1=CC=C(C=C1)C#CC(C)(N)C